7-(4-(8-methoxy-1,3,4,9-tetrahydro-2H-pyrido[3,4-b]indol-2-yl)butoxy)quinolin-2(1H)-one COC=1C=CC=C2C3=C(NC12)CN(CC3)CCCCOC3=CC=C1C=CC(NC1=C3)=O